Cl.C(CCCC)C1=CC=CC(=N1)C(=O)NC1=NC=CC=C1 6-pentyl-N-(pyridin-2-yl)picolinamide hydrogen chloride